(2S,3R)-3-hydroxyproline O[C@H]1[C@H](NCC1)C(=O)O